NC1(CCN(CC1)C1=NC=2C(=NC=C(N2)SC2=C(C=C(C#N)C=C2)C(F)(F)F)N1)C 4-((2-(4-amino-4-methylpiperidin-1-yl)-1H-imidazo[4,5-b]pyrazin-5-yl)thio)-3-(trifluoromethyl)benzonitrile